{3-(methacryloyloxy)propyl}phenylmethylethoxysilane C(C(=C)C)(=O)OCCC[SiH](OCC)CC1=CC=CC=C1